C(C)(C)(C)OC([C@H]1NCCC1)=O proline t-butylester